C(#N)C1=CC(=C(C=C1)NC(=O)NC1CN(C1)C1=CC(=C(C=2CCOC21)C2C(NC(CC2)=O)=O)F)F 1-(4-cyano-2-fluorophenyl)-3-(1-(4-(2,6-dioxopiperidin-3-yl)-5-fluoro-2,3-dihydrobenzofuran-7-yl)azetidin-3-yl)urea